(R)-(6-chloro-7-ethynyl-1-methyl-1,3,4,5-tetrahydro-2H-pyrido[4,3-b]indol-2-yl)(5-methoxypyrimidin-2-yl)methanone ClC1=C(C=CC=2C3=C(NC12)CCN([C@@H]3C)C(=O)C3=NC=C(C=N3)OC)C#C